S(C#N)C1=C2C(C(=O)NC2=O)=CC=C1 thiocyanophthalimide